N-(azetidin-3-yl)-5-(3-(piperidine-1-carbonyl)pyrazolo[1,5-a]pyridin-7-yl)nicotinamide N1CC(C1)NC(C1=CN=CC(=C1)C1=CC=CC=2N1N=CC2C(=O)N2CCCCC2)=O